carbobenzoxy-ethyl-ammonium C(=O)(OCC1=CC=CC=C1)[NH2+]CC